N[C@@H](CSC(C)(C)CCO)C(=O)O Felinin